FC(C1=NN=C(S1)C1=CN=C2N1C=C(C=C2N2C[C@@H](OCC2)C(=O)N2[C@@H](CC2)CO)S(=O)(=O)NC2(CC2)C)F 3-(5-(difluoromethyl)-1,3,4-thiadiazol-2-yl)-8-((R)-2-((S)-2-(hydroxymethyl)azetidine-1-carbonyl)morpholino)-N-(1-methylcyclopropyl)imidazo[1,2-a]pyridine-6-sulfonamide